ClC=1N=C(C2=C(N1)N(C(=C2)B(O)O)C)Cl (2,4-dichloro-7-methyl-7H-pyrrolo[2,3-d]pyrimidin-6-yl)boronic acid